CC1(C2C(N(C(C12)=O)CC1=CC2=NC=CC(=C2S1)C1=NC(=CC(=C1NC(=O)C1CCNCC1)C)C)=O)C N-(2-(2-((6,6-dimethyl-2,4-dioxo-3-azabicyclo[3.1.0]hexan-3-yl)methyl)thieno[3,2-b]pyridin-7-yl)-4,6-dimethylpyridin-3-yl)piperidine-4-carboxamide